2-[(4R)-4-methyl-2-(1-methylpyrazolo[3,4-b]pyridin-4-yl)-3,4-dihydro-1H-isoquinolin-6-yl]-2,8-diazaspiro[4.5]decan-3-one C[C@H]1CN(CC2=CC=C(C=C12)N1CC2(CC1=O)CCNCC2)C2=C1C(=NC=C2)N(N=C1)C